1-cyano-N-[2-[(4,4-difluorocyclohexyl)amino]-1-(5-fluoro-3-pyridyl)-2-oxo-ethyl]-N-[4-(pentafluoro-λ6-sulfanyl)phenyl]cyclopropanecarboxamide C(#N)C1(CC1)C(=O)N(C1=CC=C(C=C1)S(F)(F)(F)(F)F)C(C(=O)NC1CCC(CC1)(F)F)C=1C=NC=C(C1)F